propan-2-yl-1,1,1-d3 (2S)-6-diazo-2-((S)-2-hydroxy-3-methylbutanamido)-5-oxohexanoate [N+](=[N-])=CC(CC[C@@H](C(=O)OC(C([2H])([2H])[2H])C)NC([C@H](C(C)C)O)=O)=O